(3-fluoro-2-methoxy-5-(7-methoxy-6-(trifluoromethyl)imidazo[1,2-a]pyridin-3-yl)phenyl)-1H-pyrazole-4-sulfonamide FC=1C(=C(C=C(C1)C1=CN=C2N1C=C(C(=C2)OC)C(F)(F)F)N2N=CC(=C2)S(=O)(=O)N)OC